1-(2,5-dimethoxy-4-methylsulfanylphenyl)propan-2-amine COC1=C(C=C(C(=C1)SC)OC)CC(C)N